5-((1S,5R)-1-(5-((dimethylamino)methyl)-1,3,4-oxadiazol-2-yl)-5-(trifluoromethyl)-3-azabicyclo[3.1.0]hexan-3-yl)quinoline-8-carbonitrile CN(C)CC1=NN=C(O1)[C@@]12CN(C[C@]2(C1)C(F)(F)F)C1=C2C=CC=NC2=C(C=C1)C#N